FC(C(C(F)F)(O)C1=CC=C(C=N1)N1N=CCC(=C1)C(=O)N)F 6-(1,1,3,3-tetrafluoro-2-hydroxypropan-2-yl)pyridin-3-yl-2,5-dihydropyridazine-4-carboxamide